[Si].[Al].[Gd] gadolinium-aluminum-silicon